COC1=CC(=C2C=CC(=NC2=C1)C)C1(CC1)NC(C1=C(C=CC(=C1)OCC1N(CC1)C([2H])([2H])[2H])C)=O N-(1-(7-Methoxy-2-methylquinolin-5-yl)cyclopropyl)-2-methyl-5-((1-(methyl-d3)azetidin-2-yl)methoxy)benzamide